7-[[5-(4-hydroxy-1-piperidyl)-2-pyridyl]amino]-4-(7-methylimidazo[1,2-a]pyridin-3-yl)isoindolin-1-one OC1CCN(CC1)C=1C=CC(=NC1)NC=1C=CC(=C2CNC(C12)=O)C1=CN=C2N1C=CC(=C2)C